C(C1=CC=CC=C1)N1CC(CC1)(C1=CC(=C(C=C1)Cl)Cl)NS(=O)(=O)C1=CC=C(C=C1)OC1=CC=C(C=C1)C(F)(F)F N-(1-benzyl-3-(3,4-dichlorophenyl)pyrrolidin-3-yl)-4-(4-(trifluoromethyl)phenoxy)benzenesulfonamide